2,2-dimethylpropanoate sodium [Na+].CC(C(=O)[O-])(C)C